2-(4-{2-[(R)-2-(trifluoromethyl)-1-azetidinyl]-5-methyl-6-(trifluoromethyl)-4-pyrimidinyl}-1-pyrazolyl)-1-(1-piperazinyl)-1-ethanone FC([C@@H]1N(CC1)C1=NC(=C(C(=N1)C=1C=NN(C1)CC(=O)N1CCNCC1)C)C(F)(F)F)(F)F